5'-(3,4-difluorophenyl)-3'-isopropyl-N-(4-(4-methylpiperazin-1-yl)phenyl)-1H,3'H-[2,4'-biimidazole]-4-carboxamide FC=1C=C(C=CC1F)C1=C(N(C=N1)C(C)C)C=1NC=C(N1)C(=O)NC1=CC=C(C=C1)N1CCN(CC1)C